BrC=1C=CC2=C(CN(S2(=O)=O)C2C(N(CC2)C)=O)C1F 3-(5-bromo-4-fluoro-1,1-dioxidobenzo[d]isothiazol-2(3H)-yl)-1-methylpyrrolidin-2-one